ClC1=C(C=CC(=C1)F)CC(=O)NC1=CC(=NC=C1)N(C(C)=O)C1=CC(=CC=C1)Cl N-{4-[2-(2-chloro-4-fluorophenyl)acetamido]pyridin-2-yl}-N-(3-chlorophenyl)acetamide